N-(2-chloro-6-(oxetan-3-yloxy)benzyl)-6-(5-methyl-1H-pyrazol-4-yl)-1H-pyrrolo[2,3-b]pyridine-2-carboxamide ClC1=C(CNC(=O)C2=CC=3C(=NC(=CC3)C=3C=NNC3C)N2)C(=CC=C1)OC1COC1